allyl (S)-8-(hydroxymethyl)-2-(3,3,3-trifluoro-2,2-dimethylpropanoyl)-2,6-diazaspiro[3.4]octane-6-carboxylate OC[C@@H]1CN(CC12CN(C2)C(C(C(F)(F)F)(C)C)=O)C(=O)OCC=C